[Cl-].C1(CCCCC1)CC(C(=O)OCC(COC(C(CC1CCCCC1)C)=O)OC(CCC[NH2+]CCCC(OC(COC(C(CC1CCCCC1)C)=O)COC(C(CC1CCCCC1)C)=O)=O)=O)C bis(4-((1,3-bis((3-Cyclohexyl-2-methylpropanoyl)oxy)propan-2-yl)oxy)-4-oxobutyl)ammonium chloride